C(C)OC(C=CC1=C(C=C(C(=O)OC)C=C1[N+](=O)[O-])OC)=O Methyl 4-(3-ethoxy-3-oxoprop-1-en-1-yl)-3-methoxy-5-nitrobenzoate